dichloro(4-cymene) ruthenium [Ru].ClC=1C(=C(C=CC1C)C(C)C)Cl